6-((1s,3s)-3-(5-((3,4-dimethylbenzyl)amino)-7-methoxy-[1,2,4]triazolo[1,5-c]quinazolin-2-yl)cyclobutyl)-5-methylnicotinonitrile CC=1C=C(CNC2=NC=3C(=CC=CC3C=3N2N=C(N3)C3CC(C3)C3=NC=C(C#N)C=C3C)OC)C=CC1C